C(C1=CN=CC=C1)(=O)[O-].[Cu+2].C(C1=CN=CC=C1)(=O)[O-] copper nicotinate salt